FC=1C=C2C=C(C(NC2=CC1)=O)CC(N1[C@@H]2C3=C([C@@H](CC1)C2)C=CC=C3)=O 6-fluoro-3-(2-oxo-2-((1S,5S)-1,3,4,5-tetrahydro-2H-1,5-methanobenzo[c]azepin-2-yl)ethyl)quinolin-2(1H)-one